C(#N)[C@H](CC1=CC=C(C=C1)C=1C=CC2=C(N(C(O2)=O)C)C1)NC(=O)[C@H]1OC[C@@]2(CCO2)CN(C1)C(=O)OC(C)(C)C tert-butyl (4R,7S)-7-{[(1S)-1-cyano-2-[4-(3-methyl-2-oxo-1,3-benzoxazol-5-yl)phenyl]ethyl]carbamoyl}-1,6-dioxa-9-azaspiro[3.6]decane-9-carboxylate